S1C=NC2=C1C=C(C=C2)\C=C\2/N=C(NC2=O)N[C@@H]2CC21CCCCC1 |r| (±)-(4Z)-4-(1,3-benzothiazol-6-ylmethylene)-2-(spiro[2.5]oct-2-ylamino)-1H-imidazol-5-one